tert-butyl (2R)-2-[7-methyl-4-oxo-3-(2-trimethylsilylethoxymethyl)-5H-imidazo[4,5-c]pyridin-2-yl]pyrrolidine-1-carboxylate CC=1C2=C(C(NC1)=O)N(C(=N2)[C@@H]2N(CCC2)C(=O)OC(C)(C)C)COCC[Si](C)(C)C